CC=1CC(N(N1)C1=CC=CC=C1)=O 5-methyl-2-phenyl-2,4-dihydro-3H-pyrazol-3-one